ClC=1C=CC(=C(C1)C1(CC1)/C(/N)=N/O)C (Z)-1-(5-chloro-2-methylphenyl)-N'-hydroxycyclopropane-1-carboximidamide